N,N-diisopropylethylamine ammonium [NH4+].C(C)(C)N(C(C)C)CC